(R) and (S)-1,1,3-trimethyl-4-aminoindane CC1(C[C@H](C2=C(C=CC=C12)N)C)C |r|